FC1=C(CN2[C@@H](CCC2=O)CC(=O)N[C@@H](C(C)C)C(=O)NCC(=O)OC(C)(C)C)C=CC=C1F tert-Butyl (2-((S)-1-(2,3-difluorobenzyl)-5-oxopyrrolidin-2-yl)acetyl)-L-valylglycinate